3-Bromo-4-fluorophenyl 3-deoxy-3-[4-(3,4,5-trifluorophenyl)-1H-1,2,3-triazol-1-yl]-1-thio-α-D-galactopyranoside FC=1C=C(C=C(C1F)F)C=1N=NN(C1)[C@@H]1[C@H]([C@@H](SC2=CC(=C(C=C2)F)Br)O[C@@H]([C@@H]1O)CO)O